C(C)OP(=O)(O)[O-] ethyl-hydrogen-phosphate